N-(3-Bromo-5-fluoro-2-(hydroxymethyl)phenyl)-6'-fluoro-2',3'-dihydrospiro[cyclopropane-1,1'-indene]-5'-carboxamide BrC=1C(=C(C=C(C1)F)NC(=O)C=1C=C2CCC3(C2=CC1F)CC3)CO